C12(CCC(CC1)CC2)CC#N 2-(bicyclo[2.2.2]oct-1-yl)acetonitrile